FC=1C=CC=C2C=C(C(NC12)=O)NC1=NC(=NC=C1)NC=1C=NC(=C(C1)OC)N1CC(N(CC1)C)C(F)(F)F 8-fluoro-3-((2-((5-methoxy-6-(4-methyl-3-(trifluoromethyl)piperazin-1-yl)pyridin-3-yl)amino)pyrimidin-4-yl)amino)quinolin-2(1H)-one